C12C3=CC=CC=C3C(CCC1)C2 tricyclo[6.3.1.02,7]dodeca-2,4,6-triene